N-((3,6-dichloro-2-methoxybenzoyl)oxy)hexanamide ClC=1C(=C(C(=O)ONC(CCCCC)=O)C(=CC1)Cl)OC